nonadecylic acid methyl ester COC(CCCCCCCCCCCCCCCCCC)=O